C(=O)C1N(CCCC1)C(C(=O)NC(=O)N)C [2-(2-FORMYLPIPERIDIN-1-YL)PROPANOYL]UREA